2-[1-(methoxymethyl)-1,2,4-triazol-3-yl]benzaldehyde COCN1N=C(N=C1)C1=C(C=O)C=CC=C1